FC=1C=C(C=NC1)[C@H](CNCC1CCC(CC1)NS(=O)(=O)C)O N-((1S,4s)-4-((((R)-2-(5-Fluoropyridin-3-yl)-2-hydroxyethyl)amino)methyl)-cyclohexyl)methanesulfonamide